FC=1C=C(C=C(C1F)F)N1CCCC1 N-(3,4,5-trifluorophenyl)pyrrolidine